2-pentafluoroethyl-4,5-dicyanoimidazole FC(C(F)(F)F)(C=1NC(=C(N1)C#N)C#N)F